O1C=NC(=C1)C=1C=C(C=CC1)C=1C(=NC(=NC1)N)N [3-(oxazol-4-yl)phenyl]-2,4-pyrimidinediamine